FC=1C=C(C=CC1C1=CC(=C(C(=C1)F)F)F)C1=CCC(CC1)C1OCC(CO1)CCC 2-[4-[3-fluoro-4-(3,4,5-trifluorophenyl)phenyl]cyclohex-3-en-1-yl]-5-propyl-1,3-dioxan